2-methyl-1,9-nonanediamine CC(CN)CCCCCCCN